Methyl 6-(methylthio)-3-nitro-5-(trifluoromethyl)picolinate CSC1=C(C=C(C(=N1)C(=O)OC)[N+](=O)[O-])C(F)(F)F